N1(N=CC=C1)C(=CC=O)N1N=CC=C1 3,3-bis(1H-pyrazol-1-yl)acrolein